4-methylenedioxybiphenol C1OC=2C=C(C(=CC2O1)O)C=1C(=CC=CC1)O